FC(C1=NNC=C1C1=NC2=CC=C3C(=C2C=2CCCCC12)C=CN3)(F)F 7-(3-(trifluoromethyl)-1H-pyrazol-4-yl)-8,9,10,11-tetrahydro-3H-pyrrolo[3,2-a]phenanthridine